COC1=CC=C(C=CC(=O)N[C@@H](CC2=CNC3=CC=CC=C23)C(=O)O)C=C1 N-p-methoxycinnamoyl-tryptophan